C1(CC1)NS(=O)(=O)C1=CC(=NC=C1O)OC1=C(C=C(C=C1Cl)N1N=C(C(NC1=O)=O)C#N)Cl N-cyclopropyl-2-(2,6-dichloro-4-(6-cyano-3,5-dioxo-4,5-dihydro-1,2,4-triazin-2(3H)-yl)phenoxy)-5-hydroxypyridine-4-sulfonamide